8-((4-(((tert-butoxy carbonyl)(methyl)amino)methyl)phenyl)amino)-8-oxooctanoate C(C)(C)(C)OC(=O)N(C)CC1=CC=C(C=C1)NC(CCCCCCC(=O)[O-])=O